1-(3-chloro-2-hydroxymethylphenyl)-3-(2-chloropyridin-4-yl)urea ClC=1C(=C(C=CC1)NC(=O)NC1=CC(=NC=C1)Cl)CO